(1R)-1-(Phenyl)propyl 4-[6-(1-methyl-1H-pyrazol-4-yl)pyrazolo[1,5-a]pyridin-3-yl]piperazine-1-carboxylate CN1N=CC(=C1)C=1C=CC=2N(C1)N=CC2N2CCN(CC2)C(=O)O[C@H](CC)C2=CC=CC=C2